(R)-(4-fluorophenyl)(8-methyl-3-(3-methyl-1,2,4-thiadiazol-5-yl)-1-vinyl-5,6-dihydroimidazo[1,5-a]pyrazin-7(8H)-yl)methanone FC1=CC=C(C=C1)C(=O)N1[C@@H](C=2N(CC1)C(=NC2C=C)C2=NC(=NS2)C)C